ClC1=C2C=C(NC2=CC=C1Cl)C(=O)N1C(CN(CC1)C(C)=O)(C)C 1-(4-(4,5-dichloro-1H-indole-2-carbonyl)-3,3-dimethylpiperazin-1-yl)ethan-1-one